B(OC1OC=CC=C1)(OC1OC=CC=C1)[O-] dipyryl borate